FC(F)C1=NC(=C(C(=C1C(=O)NC=1SC=2N=C(N=CC2N1)N1CCC(CC1)O)C1=CC=NC=C1)OC)C (difluoromethyl)-N-(5-(4-hydroxypiperidin-1-yl)thiazolo[5,4-d]pyrimidin-2-yl)-5-methoxy-6-methyl-[4,4'-bipyridine]-3-carboxamide